7-[5-methyl-1-(4-piperidyl)triazol-4-yl]-5-[(1R)-1-(2-pyridyl)propoxy]imidazo[1,2-a]pyridine-3-carbonitrile CC1=C(N=NN1C1CCNCC1)C1=CC=2N(C(=C1)O[C@H](CC)C1=NC=CC=C1)C(=CN2)C#N